C(CCCCC(=O)O[C@@H]1[C@H]2[C@@]34CCN([C@@H]([C@@H]3C=C1)CC1=CC=C(C(=C14)O2)OC)C)(=O)O[C@@H]2[C@H]1[C@@]43CCN([C@@H]([C@@H]4C=C2)CC2=CC=C(C(=C23)O1)OC)C bis((4R,4aR,7S,7aR,12bS)-9-methoxy-3-methyl-2,3,4,4a,7,7a-hexahydro-1H-4,12-methanobenzofuro[3,2-e]isoquinolin-7-yl) adipate